C(C1=CC=CC=C1)OC=1C2=C(C=3N(C1C(=O)NCC(=O)OC)N=CN3)C=CO2 methyl (6-(benzyloxy)furo[3,2-c][1,2,4]triazolo[1,5-a]pyridine-5-carbonyl)glycinate